CC=1C=C2C(=CC=C(C2=CC1)OCCOC)OCCOC 6-methyl-1,4-bis(2-methoxyethoxy)naphthalene